(S)-N-(4-(3,3-difluorocyclobutyl)-1-methyl-5-(4-(trifluoromethoxy)phenyl)-1H-pyrazol-3-yl)-2-(2,2,3,3-tetrafluorocyclobutyl)acetamide FC1(CC(C1)C=1C(=NN(C1C1=CC=C(C=C1)OC(F)(F)F)C)NC(C[C@@H]1C(C(C1)(F)F)(F)F)=O)F